8-bromo-6-methyl-2-(pyridin-4-yl)quinazolin-4-ol BrC=1C=C(C=C2C(=NC(=NC12)C1=CC=NC=C1)O)C